N-(6-(1-methyl-1H-pyrazol-4-yl)isoquinolin-3-yl)-1-(oxetan-2-ylmethyl)pyrrolidine-3-carboxamide CN1N=CC(=C1)C=1C=C2C=C(N=CC2=CC1)NC(=O)C1CN(CC1)CC1OCC1